CN(C1=CC=C(C=C1)C1=CC=C(C=C1)CN(C(=O)C1CCCCC1)C=1C=C(C=CC1)C1=CC(=CC=C1)OC)C N-((4'-(Dimethylamino)-[1,1'-biphenyl]-4-yl)methyl)-N-(3'-methoxy-[1,1'-biphenyl]-3-yl)cyclohexanecarboxamide